ClC1=CC=C(C=C1)[C@@]1(N(C(C2=CC(=CC(=C12)F)C(CC)(O)C1(CCNCC1)F)=O)CC1=NC=C(C=N1)Cl)O[C@@H]1COCC1 (3R)-3-(4-chlorophenyl)-2-[(5-chloropyrimidin-2-yl)methyl]-4-fluoro-6-[1-(4-fluoropiperidin-4-yl)-1-hydroxypropyl]-3-[(3S)-oxolan-3-yloxy]-2,3-dihydro-1H-isoindol-1-one